ClC1=C2C(=NC(=C1)C(F)(F)F)SC=C2 4-chloro-6-(trifluoromethyl)thieno[2,3-b]pyridine